C1=C(C=CC=2OC3=C(C21)C=CC=C3)[C@@H](C)NC3=C(N=C(N(C3=O)CC(=O)O)C3=CC=CC=C3)C (R)-2-(5-((1-(dibenzo[b,d]furan-2-yl)ethyl)amino)-4-methyl-6-oxo-2-phenylpyrimidin-1(6H)-yl)acetic acid